[Br-].C(C=C)N Allyl-Amine Bromide